C(C)OC(=O)C=1C(CC2N([C@@H](CN3N=C4C(=CC=CC4=C32)OCCCOC)C(C)(C)C)C1)=O.OCC(NCCCNC(CO)(CO)CO)(CO)CO 1,3-Bis[tris(hydroxymethyl)methylamino]propane ethyl-(6R)-6-(tert-butyl)-10-(3-methoxypropoxy)-2-oxo-1,6,7,13c-tetrahydro-2H-pyrido[2',1':3,4]pyrazino[1,2-b]indazole-3-carboxylate